3-(7-benzoyl-5-hydroxy-5-(p-tolyl)-2,3-dihydro-1H-pyrrolo[1,2-a]imidazol-6(5H)-ylidene)chroman-2,4-dione C(C1=CC=CC=C1)(=O)C=1C(C(N2C1NCC2)(C2=CC=C(C=C2)C)O)=C2C(OC1=CC=CC=C1C2=O)=O